C(C)(C)(C)OC(=O)N[C@H](C(=O)OC)CC=1OC=C(N1)I methyl (S)-2-((tert-butoxycarbonyl)amino)-3-(4-iodooxazol-2-yl)propanoate